2-(Trifluoromethyl)-4-((2R,5S)-2-(trifluoromethyl)-5-((4-(trifluoromethyl)phenoxy)methyl)oxazolidin-3-yl)benzonitril FC(C1=C(C#N)C=CC(=C1)N1[C@H](O[C@@H](C1)COC1=CC=C(C=C1)C(F)(F)F)C(F)(F)F)(F)F